FC(C=1C=CC(=NC1)OC=1C=CC=C2CC(COC12)NC(C=C)=O)(F)F N-(8-[{5-(trifluoromethyl)pyridin-2-yl}oxy]chroman-3-yl)acrylamide